5-chloro-6-(trifluoromethylsulfonyloxy)-3,4-dihydro-1H-isoquinoline-2-carboxylic acid tert-butyl ester C(C)(C)(C)OC(=O)N1CC2=CC=C(C(=C2CC1)Cl)OS(=O)(=O)C(F)(F)F